C(#N)C1=CN=C2N1C(=CC(=C2)C=2N=NN(C2C)[C@H]2C[C@H](N(CC2)C(=O)OC(C)(C)C)C2CC2)O |r| tert-Butyl (2SR,4RS)-4-[4-(3-cyano-5-hydroxy-imidazo[1,2-a]pyridin-7-yl)-5-methyl-triazol-1-yl]-2-cyclopropyl-piperidine-1-carboxylate